maleate ammonium salt [NH4+].C(\C=C/C(=O)[O-])(=O)[O-].[NH4+]